butyl (5-bromo-7-(chlorosulfonyl)quinolin-2-yl)carbamate BrC1=C2C=CC(=NC2=CC(=C1)S(=O)(=O)Cl)NC(OCCCC)=O